(E)-3-(3-((1-(3-cyano-4-(4-cyano-3-fluorophenyl)-5-(3-hydroxy-4-methoxyphenyl)pyridin-2-yl)piperidin-4-yl)amino)phenyl)-N-hydroxyacrylamide formate C(=O)O.C(#N)C=1C(=NC=C(C1C1=CC(=C(C=C1)C#N)F)C1=CC(=C(C=C1)OC)O)N1CCC(CC1)NC=1C=C(C=CC1)/C=C/C(=O)NO